methyl (R)-4-(5-amino-3-oxo-7-phenyl-2-((tetrahydrofuran-2-yl)methyl)-2,3-dihydro-[1,2,4]triazolo[4,3-c]pyrimidin-8-yl)-6-methylpicolinate NC1=NC(=C(C=2N1C(N(N2)C[C@@H]2OCCC2)=O)C2=CC(=NC(=C2)C)C(=O)OC)C2=CC=CC=C2